N-((R)-(3-chloro-2,4-difluorophenyl)(5-chloro-6-(trifluoro-methyl)pyridin-3-yl)methyl)-3-oxopiperazine-1-carboxamide ClC=1C(=C(C=CC1F)[C@H](NC(=O)N1CC(NCC1)=O)C=1C=NC(=C(C1)Cl)C(F)(F)F)F